(1R,3S,5R)-2-(2-(3-acetyl-7-methyl-5-(2-methylpyrimidin-5-yl)-1H-indazol-1-yl)acetyl)-N-hexyl-5-methyl-2-azabicyclo[3.1.0]hexane-3-carboxamide C(C)(=O)C1=NN(C2=C(C=C(C=C12)C=1C=NC(=NC1)C)C)CC(=O)N1[C@@H]2C[C@@]2(C[C@H]1C(=O)NCCCCCC)C